4-(8-cyclobutyl-3,8-diazabicyclo[3.2.1]octan-3-yl)-6-(1-methylpyrazol-4-yl)pyrrolo[1,2-b]pyridazine C1(CCC1)N1C2CN(CC1CC2)C=2C=1N(N=CC2)C=C(C1)C=1C=NN(C1)C